FC1=C(C=CC=C1)C(CO)NC(CC)=O N-(1-(2-fluorophenyl)-2-hydroxyethyl)propanamide